C(C(=C)CC(=O)OC(CCCCCCCCCCCCC)=O)(=O)OC(CCCCCCCCCCCCC)=O dimyristoyl itaconate